S-2-(p-aminophenyl)ethyl hexahydroazepine-1-carbothioate N1(CCCCCC1)C(SCCC1=CC=C(C=C1)N)=O